2-formyl-N-(imidazo[1,2-a]pyridin-8-yl)benzamide C(=O)C1=C(C(=O)NC=2C=3N(C=CC2)C=CN3)C=CC=C1